5-Nitro-2-(octylamino)benzenesulfonamide (S)-quinuclidin-3-yl-(7-(1,3-dihydroisobenzofuran-5-yl)chroman-4-yl)carbamate N12CC(C(CC1)CC2)N(C(O)=O)[C@H]2CCOC1=CC(=CC=C21)C=2C=C1COCC1=CC2.[N+](=O)([O-])C=2C=CC(=C(C2)S(=O)(=O)N)NCCCCCCCC